1-(3-(1-Methyl-6-((5-methylthiazol-2-yl)amino)-1H-pyrrolo[3,2-c]pyridin-4-yl)-9-azabicyclo[3.3.1]non-2-en-9-yl)prop-2-en-1-one CN1C=CC=2C(=NC(=CC21)NC=2SC(=CN2)C)C2=CC1CCCC(C2)N1C(C=C)=O